COC(C1=C(C=C(C=C1)S(F)(F)(F)(F)F)N)=O.ClC=1N=C2C(=NC1NS(=O)(=O)CC1=CC(=CC=C1)F)N(C(=N2)C2=NC(=CC=C2)OCC)C2=C(C=CC=C2OC)OC N-(5-Chloro-1-(2,6-dimethoxyphenyl)-2-(6-ethoxypyridin-2-yl)-1H-imidazo[4,5-b]pyrazin-6-yl)-1-(3-fluorophenyl)methanesulfonamide methyl-2-amino-4-(pentafluoro-λ6-sulfanyl)benzoate